2-(2H-benzotriazole-2-yl)-4,6-bis(1-methyl-1-phenylmethyl)phenol N=1N(N=C2C1C=CC=C2)C2=C(C(=CC(=C2)C(C2=CC=CC=C2)C)C(C)C2=CC=CC=C2)O